1,4-phenylendiamine C1(=CC=C(C=C1)N)N